OCC1(COC(OC1)C1=CC(=C(C=C1)O)OC)C 4-(5-(hydroxymethyl)-5-methyl-1,3-dioxane-2-yl)-2-methoxyphenol